OCC(=O)N1CCC(CC1)NC1=C2C=C(N(C2=CC=C1)CC(F)(F)F)C#CCNC1=C(C=C(C=C1)S(=O)(=O)N)OC 4-{[3-(4-{[1-(2-hydroxyacetyl)piperidin-4-yl]amino}-1-(2,2,2-trifluoroethyl)-1H-indol-2-yl)prop-2-yn-1-yl]amino}-3-methoxybenzene-1-sulfonamide